ClC=1C=C(OCC(=O)O)C=C(C1CC1=CC(=C(C=C1)O)C(C)C)C 2-(3-chloro-4-(4-hydroxy-3-isopropylbenzyl)-5-methylphenoxy)acetic acid